3-{3'-Adamantan-1-yl-4'-[2-(tetrahydro-pyran-2-yloxycarbamoyl)-ethoxy]-biphenyl-4-yl}-acrylic acid C12(CC3CC(CC(C1)C3)C2)C=2C=C(C=CC2OCCC(NOC2OCCCC2)=O)C2=CC=C(C=C2)C=CC(=O)O